OCCCCC#CC1=CC=2N(C=C1)C(=CN2)N2C(NC(CC2)=O)=O 1-[7-(6-hydroxyhex-1-ynyl)imidazo[1,2-a]pyridin-3-yl]hexahydropyrimidine-2,4-dione